FC=1C=C(CCN2C[C@@H]3[C@](C2)(C[C@H](C3)OC3=C(C=C(C=C3)F)F)O)C=C(C1O)F (3aS,5S,6aR)-2-(3,5-difluoro-4-hydroxyphenethyl)-5-(2,4-difluorophenoxy)hexahydrocyclopenta[c]pyrrol-3a(1H)-ol